CC(=CCOC=1C2=C(C=C3C=CC(OC13)=O)C=CO2)C 9-[(3-methylbut-2-en-1-yl)oxy]-7H-furo[3,2-g]chromen-7-one